alpha-aminoketoglutaric acid NC(C(=O)O)C(CC(=O)O)=O